O=C1N(CC2=CC(=CC=C12)O[C@H]1CN(CCC1)CCC)C1C(NC(CC1)=O)=O 3-(1-oxo-5-(((R)-1-propylpiperidin-3-yl)oxy)isoindolin-2-yl)piperidine-2,6-dione